BrC=1C=C2C(=NC1)NC=C2C=C 5-bromo-3-vinyl-1H-pyrrolo[2,3-b]pyridine